succinic acid disodium salt disodium [Na+].[Na+].[Na+].[Na+].C(CCC(=O)[O-])(=O)[O-].C(CCC(=O)[O-])(=O)[O-]